7-(3-fluoro-5-methylphenyl)-8-methyl-5,6,7,8-tetrahydro-2,7-naphthyridine-3-carboxylic acid FC=1C=C(C=C(C1)C)N1CCC=2C=C(N=CC2C1C)C(=O)O